(4-((2-bromo-3-(1-(3-((R)-3-hydroxypyrrolidin-1-yl)propyl)-1H-indazol-4-yl)benzyl)oxy)-5-chloro-2-((5-cyanopyridin-3-yl)methoxy)benzyl)-L-serine BrC1=C(COC2=CC(=C(CN[C@@H](CO)C(=O)O)C=C2Cl)OCC=2C=NC=C(C2)C#N)C=CC=C1C1=C2C=NN(C2=CC=C1)CCCN1C[C@@H](CC1)O